N-isopropyl-2-[1-[(4-methylphenyl)methyl]-5-oxopyrrolidin-2-yl]acetamid C(C)(C)NC(CC1N(C(CC1)=O)CC1=CC=C(C=C1)C)=O